1-bromo-4-fluoro-2-(1-methoxyethyl)benzene BrC1=C(C=C(C=C1)F)C(C)OC